FC(C1=NC(=CC(=N1)NC1=NC=C(C(=C1)OC)C=1C=NN(C1)C)N)F 2-(difluoromethyl)-N4-(4-methoxy-5-(1-methyl-1H-pyrazol-4-yl)pyridin-2-yl)pyrimidine-4,6-diamine